C[C@H]1CN(CCN1)C=1C=CC=2N(C(C=C(N2)C=2SC=C(N2)C)=O)C1 7-[(3S)-3-methylpiperazin-1-yl]-2-(4-methyl-1,3-thiazol-2-yl)-4H-pyrido[1,2-a]pyrimidin-4-one